4-methoxybenzohydrazide COC1=CC=C(C(=O)NN)C=C1